CSC1=NC(=CC(=N1)C=1C=CC(N(C1)CC#C)=O)C(F)(F)F 5-(2-(methylthio)-6-(trifluoromethyl)pyrimidin-4-yl)1-(prop-2-yn-1-yl)pyridin-2(1H)-one